COC1=C(C=C(C=C1)NC1=NC=CC(=N1)NC1=NC(=NC=C1)C1=NC(=CC=C1)C)NC(=O)C1CCNCC1 N-[2-methoxy-5-[[4-[[2-(6-methyl-2-pyridyl)pyrimidin-4-yl]amino]pyrimidin-2-yl]amino]phenyl]piperidine-4-carboxamide